O=C(CNC(=O)[C@H]1NCCCC1)NC=1SC2=C(N1)C=CC(=C2)OC(F)(F)F (S)-N-(2-oxo-2-((6-(trifluoromethoxy)benzo[d]thiazol-2-yl)amino)ethyl)piperidine-2-carboxamide